FC1=C(C(=C(C(=C1C#N)F)F)C#N)F Tetrafluoroterephthalonitrile